5-(2-(difluoromethoxy)pyridin-4-yl)-2-(6-(((1R,3s,5S)-1,5-dimethyl-9-azabicyclo[3.3.1]nonan-3-yl)(methyl)amino)pyridazin-3-yl)phenol FC(OC1=NC=CC(=C1)C=1C=CC(=C(C1)O)C=1N=NC(=CC1)N(C)C1C[C@]2(CCC[C@@](C1)(N2)C)C)F